S1C2=C(C=C1)C(=CC=C2)N2CCN(CC2)CCCCOC2=CC=C1CCC(N(C1=C2)COC(=O)C=2C=NC=NC2)=O Pyrimidine-5-carboxylic acid 7-[4-(4-benzo[b]thiophen-4-ylpiperazin-1-yl)butoxy]-2-oxo-3,4-dihydro-2H-quinolin-1-ylmethyl ester